C(C)(C)(C)OC(=O)N1C[C@@H](CC1)NC1=NC=2N(C(=C1)N(CC1=CC=C(C=C1)C1=NC=CC=C1)C(=O)OC(C)(C)C)N=CC2C2CC2 (R)-3-((7-((tert-Butoxycarbonyl)(4-(pyridin-2-yl)benzyl)amino)-3-cyclopropylpyrazolo[1,5-a]pyrimidin-5-yl)amino)pyrrolidine-1-carboxylic acid tert-butyl ester